C(C)(C)(C)N(C(O)=O)C1=CC=C2C(=N1)C(C(OC2=O)C)CC.C(C)[C@@H]2[C@@H](OC(C=1C2=NC(=CC1)NC(OC(C)(C)C)=O)=O)C tert-butyl ((7S,8S)-8-ethyl-7-methyl-5-oxo-7,8-dihydro-5H-pyrano[4,3-b]pyridin-2-yl)carbamate tert-Butyl-(8-ethyl-7-methyl-5-oxo-7,8-dihydro-5H-pyrano[4,3-b]pyridin-2-yl)carbamate